CS(=O)(=O)C1=CC=C(C=C1)C1=CC=C2C(=N1)SC(=N2)OC(C)C2CCN(CC2)C2=NC(=NO2)C(F)(F)F 5-(4-(1-((5-(4-(methylsulfonyl)phenyl)thiazolo[5,4-b]pyridin-2-yl)oxy)ethyl)piperidin-1-yl)-3-(trifluoromethyl)-1,2,4-oxadiazol